CC(CCO)O 2,4-butanediol